CC1(OCCO1)CCN1N=CC(=C1)C(=O)OCC ethyl 1-(2-(2-methyl-1,3-dioxolan-2-yl) ethyl)-1H-pyrazole-4-carboxylate